N-(5-(2-(((1r,4r)-4-aminocyclohexyl)amino)-8-iso-propylquinazolin-6-yl)-1-methyl-1H-pyrazol-3-yl)-2-chloro-benzenesulfonamide NC1CCC(CC1)NC1=NC2=C(C=C(C=C2C=N1)C1=CC(=NN1C)NS(=O)(=O)C1=C(C=CC=C1)Cl)C(C)C